[C@H]12OC[C@H](N(C1)C=1C=CC(=NC1)NC=1C3=C(C(=NC1)C1=C4C(=NC=C1)N(C=C4)C)CNC3=O)C2 7-((5-((1R,4R)-2-oxa-5-azabicyclo[2.2.1]hept-5-yl)pyridin-2-yl)amino)-4-(1-methyl-1H-pyrrolo[2,3-b]pyridin-4-yl)-2,3-dihydro-1H-pyrrolo[3,4-c]pyridin-1-one